1-fluoro-4-iodo-5-methyl-2-((5-thiocyanatopentyl)oxy)benzene FC1=C(C=C(C(=C1)C)I)OCCCCCSC#N